[BH4-].C=O.[Ru+2].[BH4-] ruthenium (II) carbonyl hydride (tetrahydroborate)